(4-(3-(4-(4-(3-(4-(2-(2,6-dioxopiperidin-3-yl)-1-oxoisoindolin-5-yl)piperazin-1-yl)propyl)piperidin-1-yl)benzoyl)-6-hydroxybenzo[b]thiophen-2-yl)phenyl)boronic acid O=C1NC(CCC1N1C(C2=CC=C(C=C2C1)N1CCN(CC1)CCCC1CCN(CC1)C1=CC=C(C(=O)C=2C3=C(SC2C2=CC=C(C=C2)B(O)O)C=C(C=C3)O)C=C1)=O)=O